ethyl (2S)-2-[[(2S)-3-(5-amino-1-methyl-benzimidazol-2-yl)-2-(tert-butoxycarbonylamino)propanoyl]amino]-3-methyl-butanoate NC1=CC2=C(N(C(=N2)C[C@@H](C(=O)N[C@H](C(=O)OCC)C(C)C)NC(=O)OC(C)(C)C)C)C=C1